tert-butyl (E)-(2-(4-(2-(2-chloro-4-fluorophenyl)-1-(4-fluoro-1-(tetrahydro-2H-pyran-2-yl)-1H-indazol-5-yl)but-1-en-1-yl)phenoxy)ethyl)carbamate ClC1=C(C=CC(=C1)F)/C(=C(/C=1C(=C2C=NN(C2=CC1)C1OCCCC1)F)\C1=CC=C(OCCNC(OC(C)(C)C)=O)C=C1)/CC